propanediol bis(3-mercaptovalerate) SC(CC(=O)OC(CC)OC(CC(CC)S)=O)CC